(3-(2-(bromomethyl)-5-fluorophenoxy)propyl)carbamic acid tert-butyl ester C(C)(C)(C)OC(NCCCOC1=C(C=CC(=C1)F)CBr)=O